N1CCC12CCN(CC2)C2=CC=C(C=1N=CC=NC21)C(=O)NC=2C=C(C=1N(C2)C=C(N1)C)F 8-{1,7-diazaspiro[3.5]nonan-7-yl}-N-{8-fluoro-2-methylimidazo[1,2-a]pyridin-6-yl}quinoxaline-5-carboxamide